CC1=C(C=CC(=C1)C)C1=NC(=NC(=N1)C1=C(C=C(C=C1)C)C)C1=C(C=C(C=C1)OCCCC)O 2,4-bis(2,4-dimethylphenyl)-6-(2-hydroxy-4-butoxyphenyl)-1,3,5-triazine